1,3-Diethyl-aminomethyl-tetramethyl-disiloxan C(C)[Si](O[Si](CC)(C)C)(CCN)C